NC/C(/CN1N=CN(C1=O)C1=C(C=C(C=C1)C=1C=NC(=CC1)N1CCOCC1)F)=C\F 2-[(E)-2-(aminomethyl)-3-fluoro-allyl]-4-[2-fluoro-4-(6-morpholino-3-pyridyl)phenyl]-1,2,4-triazol-3-one